4-methoxyphenylpropargyl ether COC1=CC=C(C=C1)C(C#C)OC(C#C)C2=CC=C(C=C2)OC